tert-butyl N-[(3R)-1-[5-(4,4,5,5-tetramethyl-1,3,2-dioxaborolan-2-yl)-2-pyridyl] pyrrolidin-3-yl]carbamate CC1(OB(OC1(C)C)C=1C=CC(=NC1)N1C[C@@H](CC1)NC(OC(C)(C)C)=O)C